(3-(difluoromethyl)azetidin-1-yl)(5-methyl-6-(3-(trifluoromethyl)-7,8-dihydro-1,6-naphthyridin-6(5H)-yl)pyridazin-3-yl)methanone FC(C1CN(C1)C(=O)C=1N=NC(=C(C1)C)N1CC=2C=C(C=NC2CC1)C(F)(F)F)F